FC(C=1C=C(CN2C=C(C=3C2=NC=CC3F)/C=C(/C(=O)OC(C)(C)C)\C#N)C=C(C1)C(F)(F)F)(F)F tert-butyl (E)-3-(1-(3,5-bis(trifluoromethyl)benzyl)-4-fluoro-1H-pyrrolo[2,3-b]pyridin-3-yl)-2-cyanoacrylate